2,2-difluoro-6,6,9-trimethyl-3-pentyl-2,6-dihydro-1H-benzo[c]chromen-1-one FC1(C(C=2C3=C(C(OC2C=C1CCCCC)(C)C)C=CC(=C3)C)=O)F